2,5-diamino-3-methylpyridine NC1=NC=C(C=C1C)N